4-(5-hydroxy-6-methoxybenzo[b]selenophen-2-yl)-4-oxobutanoic acid OC1=CC2=C([Se]C(=C2)C(CCC(=O)O)=O)C=C1OC